Cl.Cl.ClC1=CC2=C(N(C=N2)CCC[C@H]2NCCC[C@@H]2O)C(=C1)C=1C=NN(C1)C=1SC=CN1 (2R,3S)-2-(3-(5-chloro-7-(1-(thiazol-2-yl)-1H-pyrazol-4-yl)-1H-benzo[d]imidazol-1-yl)propyl)piperidin-3-ol dihydrochloride